ClC=1C(=NC(=NC1)NC=1C=NN(C1)C(C)C)C1=CC=C(C(=O)N[C@@H](C)C#N)C=C1 (S)-4-(5-chloro-2-((1-isopropyl-1H-pyrazol-4-yl)amino)pyrimidin-4-yl)-N-(1-cyanoethyl)benzamide